tert-butyl 4-(4-(4-(5-((furan-2-ylmethyl)amino)-[1,2,4]triazolo[4,3-c]pyrimidin-8-yl)phenyl)piperazine-1-carbonyl)piperidin-1-carboxylate O1C(=CC=C1)CNC1=NC=C(C=2N1C=NN2)C2=CC=C(C=C2)N2CCN(CC2)C(=O)C2CCN(CC2)C(=O)OC(C)(C)C